7-cyclobutyl-8-({7-fluoro-3-(methoxymethoxy)-8-[(triisopropylsilyl)ethynyl]-1-naphthyl}oxy)-2-{[rac-(2R,7aS)-2-fluorotetrahydro-1H-pyrrolizin-7a(5H)-yl]methoxy}-7H-purin-6-ol C1(CCC1)N1C(=NC2=NC(=NC(=C12)O)OC[C@]12CCCN2C[C@@H](C1)F)OC1=CC(=CC2=CC=C(C(=C12)C#C[Si](C(C)C)(C(C)C)C(C)C)F)OCOC |r|